heptadecan-9-yl 8-[(2-{2-[(2-{[8-(heptadecan-9-yloxy)-8-oxooctyl][6-oxo-6-(undec-yloxy)hexyl]-amino}ethyl)-carbamoyl]-acetamido}-ethyl)[6-oxo-6-(undecyl-oxy)hexyl]-amino]octanoate CCCCCCCCC(CCCCCCCC)OC(CCCCCCCN(CCNC(=O)CC(=O)NCCN(CCCCCCCC(=O)OC(CCCCCCCC)CCCCCCCC)CCCCCC(OCCCCCCCCCCC)=O)CCCCCC(OCCCCCCCCCCC)=O)=O